CN(CC(=O)N1CC2(CCN3N=C(C=C32)C=3C=NC2=CC=CC=C2C3)C1)C 2-(dimethylamino)-1-[2'-(quinolin-3-yl)-5',6'-dihydrospiro[azetidine-3,4'-pyrrolo[1,2-b]pyrazol]-1-yl]ethan-1-one